C(C)OC(=O)C1=C[C@H]([C@H]2[C@H](C1)O2)OC(CC)CC (3R,4R,5S)-4,5-epoxy-3-(1-ethylpropoxy)-1-cyclohexene-1-carboxylic acid ethyl ester